ascorbate hydrate O.O=C1C(O)=C(O)[C@H](O1)[C@@H](O)CO